(3aR,5r,6aS)-5-benzyl-5-hydroxy-N-(p-tolyl)hexahydrocyclopenta[c]pyrrole-2(1H)-carboxamide C(C1=CC=CC=C1)C1(C[C@@H]2[C@@H](CN(C2)C(=O)NC2=CC=C(C=C2)C)C1)O